O=C1N(C(C2=C3C=4C(=CC=C13)C1=CC(=CC=C1OC4C=C2)C2=CC=C(C=C2)C(F)(F)F)=O)CCOC2(C(C=O)C(=CC=C2)C)C 2-(2-(1,3-dioxo-9-(4-(trifluoromethyl)phenyl)-1H-xantheno[2,1,9-def]isoquinolin-2(3H)-yl)ethoxy)2,6-dimethylbenzaldehyde